C(C)(C)(C)OC(=O)N1C(C(CCC1)=O)CC=1C=NC(=CC1)Cl 2-((6-Chloropyridin-3-yl)methyl)-3-oxopiperidine-1-carboxylic acid tert-butyl ester